FC(C1=C(C=CC=C1)C1=CC=CC2=C1N=C(O2)S)(F)F (2-(trifluoromethyl)phenyl)benzo[d]oxazole-2-thiol